ClC1=C(CC2(N=C3C=CC=CC3=CN2)S(=O)(=O)O)C=CC=C1 (2-chlorobenzyl)-2-sulfo-2,3-dihydroquinazoline